OC1=C(C=C(C(=O)[O-])C=C1)CC=C(C)C 4-hydroxy-3-prenylbenzoate